1-cyclopentyl-4-oxocyclohexane-1-carbonitrile C1(CCCC1)C1(CCC(CC1)=O)C#N